C(C)OC=1C=C(C=C(C1C)OCC)[C@@H](C)N(C(=O)NC1(CC(C1)(F)F)C(=O)OC)CCC#CC1=CC=NC=C1 methyl 1-({[(1R)-1-(3,5-diethoxy-4-methylphenyl) ethyl] [4-(pyridin-4-yl) but-3-yn-1-yl] carbamoyl} amino)-3,3-difluorocyclobutane-1-carboxylate